COC1=C(C=C2C(=NC=NC2=C1)NC1=C(C=CC(=C1)C1OCCCC1)OC)OC1CCN(CC1)C(C=C)=O 1-(4-((7-methoxy-4-((2-methoxy-5-(tetrahydro-2H-pyran-2-yl)phenyl)amino)quinazolin-6-yl)oxy)piperidin-1-yl)prop-2-en-1-one